FC1=CC=C2C3=C(C(N(C2=N1)C)=O)C=C(C=C3C=C)C 3-fluoro-5,8-dimethyl-10-vinyl-benzo[c][1,8]naphthyridin-6-one